FC(C1=NN=C(S1)C1=CN=C2N1C=C(C=C2N2CCN(CC2)C(C(C)C)=O)S(=O)(=O)NC2C(COCC2)C)F 3-(5-(difluoromethyl)-1,3,4-thiadiazol-2-yl)-8-(4-isobutyrylpiperazin-1-yl)-N-(3-methyltetrahydro-2H-pyran-4-yl)imidazo[1,2-a]pyridine-6-sulfonamide